5-{2-acetamidoimidazo[1,2-b]pyridazin-6-yl}-2,3-difluoro-N-[(1R)-1-[2-fluoro-5-(trifluoromethoxy)phenyl]ethyl]benzamide C(C)(=O)NC=1N=C2N(N=C(C=C2)C=2C=C(C(=C(C(=O)N[C@H](C)C3=C(C=CC(=C3)OC(F)(F)F)F)C2)F)F)C1